N-{[(3R)-4-amino-3-methyl-1H,3H-furo[3,4-c]quinolin-7-yl]methyl}-N-(2-methanesulfonylpyridin-3-yl)-6-(trifluoromethyl)pyridine-3-carboxamide NC1=NC=2C=C(C=CC2C2=C1[C@H](OC2)C)CN(C(=O)C=2C=NC(=CC2)C(F)(F)F)C=2C(=NC=CC2)S(=O)(=O)C